(R)-N-(4-(2-(4-chloro-phenyl)but-3-yn-2-yl)-thiazol-2-yl)-3-(3-fluoro-4-(piperazin-1-yl)phenyl)-azetidine-1-carboxamide ClC1=CC=C(C=C1)[C@@](C)(C#C)C=1N=C(SC1)NC(=O)N1CC(C1)C1=CC(=C(C=C1)N1CCNCC1)F